NC=1C=C(SC1NC1=CC=C(C=C1)F)C(=O)OCC Ethyl 4-amino-5-((4-fluorophenyl)amino)thiophene-2-carboxylate